OC1C(CCCC1)NC=1C=C2CN(C(C2=CC1)=O)C1C(NC(CC1)=O)=O 3-(5-((2-hydroxycyclohexyl)amino)-1-oxoisoindolin-2-yl)piperidine-2,6-dione